1,4-bis(2-aminophenoxy)-2,3,5-trimethylbenzene NC1=C(OC2=C(C(=C(C(=C2)C)OC2=C(C=CC=C2)N)C)C)C=CC=C1